N1(N=CC=C1)C1=CC=C(C=C1)C1=CC2(CC(C2)(F)F)CCN1C(=O)OC(C)(C)C tert-butyl 6-(4-(1H-pyrazol-1-yl) phenyl)-2,2-difluoro-7-azaspiro[3.5]non-5-ene-7-carboxylate